BrC1=CC=CC2=C1N=C(S2)NC(OC(C)(C)C)=O tert-butyl (4-bromo-1,3-benzothiazol-2-yl)carbamate